NC1=NC=CC(=N1)C(C)=O 1-(2-aminopyrimidin-4-yl)ethanone